CN(S(=O)(=O)C=C)CCOC=1C=NC=CC1C1=C(C2=NC=CC=C2N1)C1=CC(=CC=C1)C(C)C N-methyl-N-{2-[(4-{3-[3-(propan-2-yl)phenyl]-1H-pyrrolo[3,2-b]pyridin-2-yl}pyridin-3-yl)oxy]ethyl}ethenesulfonamide